5-(3-aminophenyl)-1,2,5-thiadiazolidine-3-one-1,1-dioxide NC=1C=C(C=CC1)N1CC(NS1(=O)=O)=O